(2R,3S)-3-(4-chlorobenzyl)pyrrolidine-2-carboxylic acid ClC1=CC=C(C[C@@H]2[C@@H](NCC2)C(=O)O)C=C1